ClC1=CC(=C2C=NNC2=C1)C1(C[C@H]2C([C@H]2C1)NC(C1=CC(=C(C=C1)F)C(F)(F)F)=O)O N-((1R,3r,5S,6r)-3-(6-chloro-1H-indazol-4-yl)-3-hydroxybicyclo[3.1.0]hexan-6-yl)-4-fluoro-3-(trifluoromethyl)benzamide